OCNCCC (hydroxymethyl)aminopropane